ClCC1=CC=C(CC2=CC=C(C#N)C=C2)C=C1 4-(4-(chloromethyl)benzyl)benzonitrile